4-(4-(2,4-difluorophenoxy)piperidin-1-yl)-2-methoxypyrimidin-5-amine FC1=C(OC2CCN(CC2)C2=NC(=NC=C2N)OC)C=CC(=C1)F